4-aminomethyl-1-(methylglycidyl)piperidine NCC1CCN(CC1)C(C1CO1)C